(E)-2-((2S,3S,12bS)-3-ethyl-8-(methoxy-d3)-1,2,3,4,6,7,12,12b-octahydroindolo[2,3-a]quinolizin-2-yl)-3-methoxy-N,N-bis(methyl-d3)acrylamide C(C)[C@@H]1CN2CCC3=C([C@@H]2C[C@@H]1/C(/C(=O)N(C([2H])([2H])[2H])C([2H])([2H])[2H])=C\OC)NC1=CC=CC(=C13)OC([2H])([2H])[2H]